1-(4-(5-(2,4-bis(trifluoromethyl)benzyl)-2-(2,6-diethylphenyl)-6,6-dimethyl-4,5,6,7-tetrahydro-2H-pyrazolo[4,3-C]pyridin-3-yl)-2,5-difluorophenyl)urea FC(C1=C(CN2CC=3C(CC2(C)C)=NN(C3C3=CC(=C(C=C3F)NC(=O)N)F)C3=C(C=CC=C3CC)CC)C=CC(=C1)C(F)(F)F)(F)F